azaisophthalic acid C(C1=NC(C(=O)O)=CC=C1)(=O)O